tert-Butyl((1S,3S)-3-aminocyclopentyl)carbamate C(C)(C)(C)OC(N[C@@H]1C[C@H](CC1)N)=O